C(C)OC1=C(C=C(C=C1)C1=CN=CC(=N1)C(=O)N/N=C/C=1C(=NC=C(C1)OC)F)O (E)-6-(4-ethoxy-3-hydroxyphenyl)-N'-((2-fluoro-5-methoxypyridin-3-yl)methylene)pyrazine-2-carbohydrazide